tert-butyl (2-(2,4-difluorobenzyl)-2-fluorobutyl)carbamate FC1=C(CC(CNC(OC(C)(C)C)=O)(CC)F)C=CC(=C1)F